1-(cyclopropylmethyl)-4-ethynyl-pyrazole C1(CC1)CN1N=CC(=C1)C#C